ClC1=C(C=CC(=C1)C(C(F)(F)F)(C(F)(F)F)F)N1N=CC(=C1)C1=CC(=C(S1)C#N)C(=O)NC1CC1 5-[1-[2-chloro-4-[1,2,2,2-tetrafluoro-1-(trifluoromethyl)ethyl]phenyl]pyrazol-4-yl]-2-cyano-N-cyclopropyl-thiophene-3-carboxamide